3,3-dimethyl-2-(4-oxopiperidin-1-yl)butanoic acid methyl ester COC(C(C(C)(C)C)N1CCC(CC1)=O)=O